ClC1=C(C=CC=C1C1=NC=CC(=C1Cl)C1=NC(=C(C=C1)CNC[C@H]1NC(CC1)=O)OC)NC(C1=NC=C(C(=C1)OC)CNCCO)=O (S)-N-(2-chloro-3-(3'-chloro-6-methoxy-5-((((5-oxopyrrolidin-2-yl)methyl)amino)methyl)-[2,4'-bipyridin]-2'-yl)phenyl)-5-(((2-hydroxyethyl)amino)methyl)-4-methoxypicolinamide